N-((4,5-difluoro-1H-benzo[d]imidazol-2-yl)methyl)-8-(2,2-difluorocyclopropyl)-2-(piperazin-1-yl)pyrazolo[1,5-a][1,3,5]triazin-4-amine FC1=C(C=CC=2NC(=NC21)CNC2=NC(=NC=1N2N=CC1C1C(C1)(F)F)N1CCNCC1)F